[Ca+2].C(CCCCCCCCC)C(C(=O)[O-])(C(=O)[O-])C(C)C 2-decyl-2-isopropylmalonic acid calcium salt